NC1=NC=2C=CC=CC2C2=C1N=C(N2CCP(OC[C@@H](COC(CCCCCCCCCCCCCCC)=O)OC(CCCCCCCCCCCCCCC)=O)(=O)O)COCC 4-Amino-1-[2-(1,2-dipalmitoyl-sn-glycero-3-phospho)ethyl]-2-ethoxymethyl-1H-imidazo[4,5-c]quinoline